tert-butyl 6-(6-amino-3-pyridyl)-2,6-diazaspiro[3.3]heptane-2-carboxylate NC1=CC=C(C=N1)N1CC2(CN(C2)C(=O)OC(C)(C)C)C1